3,4-bis((11-hydroxyundecyl)oxy)benzonitrile OCCCCCCCCCCCOC=1C=C(C#N)C=CC1OCCCCCCCCCCCO